C(#N)C(C(=O)O)(C#N)C#N.OCC(O)CO glycerin tricyanoacetate